N-[5-(2,6-difluoro-4-methoxyphenyl)-1-methyl-3-oxo-2-phenyl-2,3-dihydro-1H-pyrazol-4-yl]-4-fluorobenzamide FC1=C(C(=CC(=C1)OC)F)C1=C(C(N(N1C)C1=CC=CC=C1)=O)NC(C1=CC=C(C=C1)F)=O